CC1(NN(C(=C1)C(=O)NC1COCCC1)[C@@H](C)C1=CC=CC=C1)C(=O)N 3-methyl-1-((S)-1-phenylethyl)-N5-(tetrahydro-2H-pyran-3-yl)-1H-pyrazole-3,5-dicarboxamide